COC1=C(C=CC(=N1)C1=CC=CC2=C1OC(CO2)C[NH-])NC2=CC=C(C=C2)CNCC2=NC=CC=C2 {8-[6-methoxy-5-(4-{[(pyridin-2-ylmethyl)-amino]-methyl}-phenylamino)-pyridin-2-yl]-2,3-dihydro-benzo[1,4]dioxin-2-ylmethyl}-amid